F[P-](F)(F)(F)(F)F.CN(C)C(=[N+]1N=[N+](C2=NC=CC=C21)[O-])N(C)C 1-bis(dimethylamino)methylene-1H-1,2,3-triazolo[4,5-b]pyridinium 3-oxide hexafluorophosphate